[(5-methylpyrazin-2-yl)methyl]-2,3-dihydro-1H-isoindol-1-one CC=1N=CC(=NC1)CN1C(C2=CC=CC=C2C1)=O